OC(C(=CP(O)O)C)C1=CC=CC=C1 hydroxy-2-methyl-3-phenylpropenylphosphonous acid